5-chloro-1-(4-(2-isocyanoethyl)phenyl)-3-((2-methoxy-4-(trifluoromethyl)phenyl)amino)pyrazin-2(1H)-one ClC=1N=C(C(N(C1)C1=CC=C(C=C1)CC[N+]#[C-])=O)NC1=C(C=C(C=C1)C(F)(F)F)OC